C(C)NC#CC N-ethyl-propynylamine